3,5-dimethyl-4-methoxyphenylboronic acid CC=1C=C(C=C(C1OC)C)B(O)O